FC([C@@H]1C[C@H](CCC1)C=O)(F)F trans-3-(trifluoromethyl)cyclohexane-carbaldehyde